N,N-Dimethyl-5-(tris(((Z)-dec-4-en-1-yl)oxy)silyl)pentan-1-amin CN(CCCCC[Si](OCCC\C=C/CCCCC)(OCCC\C=C/CCCCC)OCCC\C=C/CCCCC)C